C(C)OC(CCC=1C(=C(C=CC1)C(C(CC(=O)OC)=O)C)F)=O Methyl 4-(3-(3-ethoxy-3-oxopropyl)-2-fluorophenyl)-3-oxopentanoate